C(C)NC=1N=CC2=C(N1)NC=C2C2=CC=1C=NC=CC1S2 N-ethyl-5-(thieno[3,2-c]pyridin-2-yl)-7H-pyrrolo[2,3-d]pyrimidin-2-amine